ClC1=C(C=CC2=C1C(=N[C@H](C=1N2C=C(N1)C)C)C1=NC=CC=C1F)C(F)(F)F (4S)-7-chloro-6-(3-fluoro-2-pyridinyl)-2,4-dimethyl-8-(trifluoromethyl)-4H-imidazo[1,2-a][1,4]benzodiazepine